3-methoxy-2-methylpropanoic acid methyl ester COC(C(COC)C)=O